3-((3-(4-(2-((3-hydroxycyclobutyl)sulfonyl)phenoxy)-3-(trifluoromethyl)phenyl)-1,2,4-oxadiazol-5-yl)methyl)-5,5-dimethyl-1-(2-morpholinoethyl)imidazolidine-2,4-dione OC1CC(C1)S(=O)(=O)C1=C(OC2=C(C=C(C=C2)C2=NOC(=N2)CN2C(N(C(C2=O)(C)C)CCN2CCOCC2)=O)C(F)(F)F)C=CC=C1